The molecule is an (omega-1)-hydroxy fatty acid that is trans-undec-2-enoic acid in which the 10-pro-R hydrogen is replaced by a hydroxy group. It is a medium-chain fatty acid, an (omega-1)-hydroxy fatty acid, an alpha,beta-unsaturated monocarboxylic acid and a hydroxy monounsaturated fatty acid. It derives from a trans-undec-2-enoic acid. CC(CCCCCC/C=C/C(=O)O)O